(R)-N-(3-cyano-4-fluorophenyl)-1,2,4-trimethyl-5-(2-oxo-2-((tetrahydrofuran-3-yl)amino)acetyl)-1H-pyrrole-3-carboxamide C(#N)C=1C=C(C=CC1F)NC(=O)C1=C(N(C(=C1C)C(C(N[C@H]1COCC1)=O)=O)C)C